C(C1=CC=CC=C1)OC(=O)NC=1C(=C(C=CC1)[C@]1(N/C(/N(C(C1)=O)C1CC(C1)(C(C)C)O)=N\C(OC(C)(C)C)=O)C)Cl tert-Butyl (NE)-N-{(4S)-4-[3-(benzyloxycarbonylamino)-2-chlorophenyl]-1-(3-hydroxy-3-isopropylcyclobutyl)-4-methyl-6-oxohexahydropyrimidin-2-ylidene}carbamate